N-(2-ethoxyphenyl)-N'-(4-(10-methylundecyl)phenyl)oxamide C(C)OC1=C(C=CC=C1)NC(=O)C(=O)NC1=CC=C(C=C1)CCCCCCCCCC(C)C